(1r,4r)-4-(methyl(4-((3-nitro-6-phenylpyridin-2-yl)amino)benzyl)amino)cyclohexane-1-carbonitrile CN(C1CCC(CC1)C#N)CC1=CC=C(C=C1)NC1=NC(=CC=C1[N+](=O)[O-])C1=CC=CC=C1